ClC1=C(C=C(C(=C1)[N+](=O)[O-])F)N1CCC(CC1)(O)CC(=O)OC(C)(C)C tert-butyl 2-[1-(2-chloro-5-fluoro-4-nitro-phenyl)-4-hydroxy-4-piperidyl]acetate